N-(methylaminothioformyl)-2-phenyl-2-(4-(trifluoromethyl)-2-pyridyl)acetamide CNC(=S)NC(C(C1=NC=CC(=C1)C(F)(F)F)C1=CC=CC=C1)=O